tert-butyl ((3-(methylthio)-1,2,4-triazin-6-yl)methyl)carbamate CSC=1N=NC(=CN1)CNC(OC(C)(C)C)=O